2-(4-(8-chloro-7-((7-fluoro-2-methyl-1H-benzo[d]imidazol-6-yl)oxy)quinoxalin-2-yl)-1H-pyrazol-1-yl)-1-morpholinoethane ClC=1C(=CC=C2N=CC(=NC12)C=1C=NN(C1)CCN1CCOCC1)OC=1C=CC2=C(NC(=N2)C)C1F